FC(C(C(C(C(C(C(C(C(C(C(C(C(C(C(C(C(C(F)(F)F)(F)F)(F)F)(F)F)(F)F)(F)F)(F)F)(F)F)(F)F)(F)F)(F)F)(F)F)(F)F)(F)F)(F)F)(F)F)(F)F)(O)F perfluoro-octadecane-1-ol